(R)-N-((R)-2-methoxy-1-(3-(trifluoro-methoxy)phenyl)ethyl)-2-methyl-propane-2-sulfinamide COC[C@@H](C1=CC(=CC=C1)OC(F)(F)F)N[S@](=O)C(C)(C)C